ethyl 2-acetyl-4-oxo-4-(3-(trifluoromethyl)phenyl)butanoate C(C)(=O)C(C(=O)OCC)CC(C1=CC(=CC=C1)C(F)(F)F)=O